C(C)(C)N1CCN(CC1)C1=CC=C(C=C1)C=1C=C(C2=C(N(C(=N2)C2CCS(CC2)(=O)=O)C)C1)NCC1=CC=C(C=C1)CN1CCOCC1 4-(6-(4-(4-isopropylpiperazin-1-yl)phenyl)-1-methyl-4-((4-(morpholinomethyl)benzyl)amino)-1H-benzo[d]imidazol-2-yl)tetrahydro-2H-thiopyran 1,1-dioxide